ClC1=CC=C(COC2=NN=C(S2)NC(=O)C2=C(C=NC=C2)C2=C(C=CC=C2)C=C)C=C1 N-(5-((4-chlorobenzyl)oxy)-1,3,4-thiadiazol-2-yl)-3-(2-vinylphenyl)pyridine-4-Formamide